C1(CC1)CN1C(=CC=C1)C1=NC2=C(N1CC1CN(C1)C1=NC(=NC=C1)C)C(=CC(=C2)C(=O)N2[C@@H]1CC[C@H](C2)[C@H]1N)OC (1R,4R,7R)-2-{2-[1-(cyclopropylmethyl)-1H-pyrrol-2-yl]-7-methoxy-1-{[1-(2-methylpyrimidin-4-yl)azetidin-3-yl]methyl}-1H-1,3-benzodiazole-5-carbonyl}-2-azabicyclo[2.2.1]heptan-7-amine